C1(CC1)C(CNC=1N=CC2=C(N1)NC=C2C=2C=NC=1N(C2)C=CN1)(F)F N-(2-cyclopropyl-2,2-difluoroethyl)-5-(imidazo[1,2-a]pyrimidin-6-yl)-7H-pyrrolo[2,3-d]pyrimidin-2-amine